ClC1=C(C=C(C=C1)N1N=C(N=C1CNC)C)F [[2-(4-chloro-3-fluorophenyl)-5-methyl-1,2,4-triazol-3-yl]methyl](methyl)amine